CC1=C(C(=CC=C1)C)CC#N 2-(2,6-dimethylphenyl)acetonitrile